COC(=O)C1=C2C(=NC=C1)C=C(N2C2CC2)Cl chloro-1-cyclopropyl-1H-pyrrolo[3,2-b]pyridine-7-carboxylic acid methyl ester